(5R)-3-[6-(3,3-dimethylisochroman-5-yl)oxy-3-pyridyl]-5-ethyl-5-methyl-imidazolidine-2,4-dione CC1(OCC2=CC=CC(=C2C1)OC1=CC=C(C=N1)N1C(N[C@](C1=O)(C)CC)=O)C